1,1,1,2,2,4,4,5,5,6,6,6-dodecafluorohexan-3-one FC(C(C(C(C(C(F)(F)F)(F)F)(F)F)=O)(F)F)(F)F